8-cyclooctyloxymethyloxycarbonyl-tetracyclo[4.4.0.12,5.17,10]-3-dodecene C1(CCCCCCC1)OCOC(=O)C1C2C3C4C=CC(C3C(C1)C2)C4